BrC1=CC2=CN(N=C2C=C1OC(C)C)C(C)CCOC 5-bromo-6-isopropoxy-2-(4-methoxybut-2-yl)-2H-indazole